C(C)N1C[C@@H]([C@@H](CC1)NC1=C2C=C(N(C2=CC=C1)CC(F)(F)F)C#CCNC1=C(C=C(C(=O)NC)C=C1)OC)F 4-[3-[4-[[(3S,4R)-1-ethyl-3-fluoro-4-piperidyl]amino]-1-(2,2,2-trifluoroethyl)indol-2-yl]prop-2-ynylamino]-3-methoxy-N-methyl-benzamide